N(=NC1=CC=NC=C1)C1=CC=NC=C1 4,4'-azobis(pyridine)